N-(5-(3-(4-chlorobenzyl)ureido)pentyl)-2-(pyridin-3-yl)acetamide ClC1=CC=C(CNC(NCCCCCNC(CC=2C=NC=CC2)=O)=O)C=C1